N1(N=NC=C1)C1=CC=C(C=C1)C=1C=CC=C2CN(C(C12)=O)C(C(C)(C)O)C1CC1 7-(4-(1H-1,2,3-triazol-1-yl)phenyl)-2-(1-cyclopropyl-2-hydroxy-2-methylpropyl)isoindolin-1-one